C(C1=CC=CC=C1)OC=1C(=CC(=C(C=O)C1)Br)OC 5-(benzyloxy)-2-bromo-4-methylOxybenzaldehyde